N-(5-(2-(dimethylamino)ethyl)-1H-imidazol-2-yl)-4-methylpyrimidin-2-amine CN(CCC1=CN=C(N1)NC1=NC=CC(=N1)C)C